(6S,7S)-6-((2-fluoro-[1,1'-biphenyl]-3-yl)methyl)-N-((R)-1-fluoropropan-2-yl)-7-(methylsulfonamido)-5-azaspiro[2.4]heptane-5-carboxamide FC1=C(C=CC=C1C[C@@H]1N(CC2(CC2)[C@@H]1NS(=O)(=O)C)C(=O)N[C@@H](CF)C)C1=CC=CC=C1